(S)-oxiran-2-ylmethyl 3-nitrobenzenesulfonate [N+](=O)([O-])C=1C=C(C=CC1)S(=O)(=O)OC[C@H]1OC1